2-(hydroxymethyl)-4H-benzopyran-4-one OCC=1OC2=C(C(C1)=O)C=CC=C2